N-butylpyridine 2-(5-methoxycarbonyl-1H-benzimidazole-2-yl)ethyl-phenyl-hypophosphite COC(=O)C1=CC2=C(NC(=N2)CCP(=O)(O)C2=CC=CC=C2)C=C1.C(CCC)N1CC=CC=C1